4-(4-(2,5-Diazabicyclo[2.2.2]octan-2-yl)-8-fluoro-2-(((2R,7aS)-2-fluorotetrahydro-1H-pyrrolizin-7a(5H)-yl-5,5-d2)methoxy)pyrido[4,3-d]pyrimidin-7-yl)-5-ethyl-6-fluoronaphthalen-2-ol C12N(CC(NC1)CC2)C=2C1=C(N=C(N2)OC[C@]23CCC(N3C[C@@H](C2)F)([2H])[2H])C(=C(N=C1)C1=CC(=CC2=CC=C(C(=C12)CC)F)O)F